FC(C1=NN=C(O1)C1=CC=C(CN(S(=O)(=O)C2CCN(CC2)C2COC2)C2=CC=CC=C2)C=C1)F N-(4-(5-(difluoromethyl)-1,3,4-oxadiazol-2-yl)benzyl)-1-(oxetan-3-yl)-N-phenylpiperidine-4-sulfonamide